N-(4-chloro-3-(pyridin-2-yl)phenyl)-N4-(pyridin-3-yl)terephthalamide ClC1=C(C=C(C=C1)NC(C1=CC=C(C(=O)NC=2C=NC=CC2)C=C1)=O)C1=NC=CC=C1